(3-fluoro-4-(1-isopropyl-4-(trifluoromethyl)-1H-imidazol-2-yl)phenyl)methanol FC=1C=C(C=CC1C=1N(C=C(N1)C(F)(F)F)C(C)C)CO